(R)-6-(1-ethylpiperidin-4-yl)-7-methoxy-2-methyl-N-(1-(2-methyl-3-(trifluoromethyl)phenyl)ethyl)pyrido[2,3-d]pyrimidin-4-amine C(C)N1CCC(CC1)C1=CC2=C(N=C(N=C2N[C@H](C)C2=C(C(=CC=C2)C(F)(F)F)C)C)N=C1OC